Cl.COC([C@@H](CC=1SC=CC1)N)=O (2R)-2-amino-3-(thiophen-2-yl)propionic acid methyl ester hydrochloride